C1(CC1)CNC1=NN2C(C=N1)=C(C=C2)C2=CC=C1C(=N2)N(C(=N1)C)C N-(cyclopropylmethyl)-5-(2,3-dimethyl-3H-imidazo[4,5-b]pyridin-5-yl)pyrrolo[2,1-f][1,2,4]triazin-2-amine